(2R)-2-ethyl-4-(4-methoxybenzyl)-2,3,4,5-tetrahydropyrido[2,3-f][1,4]oxazepin-7-amine C(C)[C@H]1OC2=C(CN(C1)CC1=CC=C(C=C1)OC)N=C(C=C2)N